1-[(2S)-2-[5-(1-benzofuran-5-sulfonyl)-1H,2H,3H,4H,5H,6H-pyrrolo[3,4-c]pyrrole-2-carbonyl]pyrrolidin-1-yl]-2-ethoxyethan-1-one O1C=CC2=C1C=CC(=C2)S(=O)(=O)N2CC1=C(C2)CN(C1)C(=O)[C@H]1N(CCC1)C(COCC)=O